(4-((2-methoxy-3-(1-(methyl-d3)-1H-1,2,4-triazol-3-yl)phenyl)amino)-5-(propanoyl-3,3,3-d3)pyridin-2-yl)cyclopropanecarboxamide, sulfuric acid salt S(O)(O)(=O)=O.COC1=C(C=CC=C1C1=NN(C=N1)C([2H])([2H])[2H])NC1=CC(=NC=C1C(CC([2H])([2H])[2H])=O)C1(CC1)C(=O)N